CC=1N=C2N(N=C(C=C2C)C2=CC(=C3C=C(N=NC3=C2)C=2CCN(CC2)C(=O)OC(C)(C)C)F)C1 tert-butyl 4-[7-(2,8-dimethylimidazo[1,2-b]pyridazin-6-yl)-5-fluoro-cinnolin-3-yl]-3,6-dihydro-2H-pyridine-1-carboxylate